ClC1=C(OC2=CC(=CC3=C2NC(=NS3(=O)=O)NC(C)C3=CC=CC=C3)C)C=CC=C1 5-(2-chlorophenoxy)-7-methyl-3-((1-phenylethyl)amino)-4H-benzo[e][1,2,4]thiadiazine 1,1-dioxide